din-butoxysilan tert-Butyl-(R)-(tert-butoxycarbonyl)(6-((4-chloro-5-((3-(pyridin-3-ylmethyl)pyrrolidin-1-yl)methyl)thiophene-2-carboxamido)methyl)isoquinolin-1-yl)carbamate C(C)(C)(C)C=1N=C(C2=CC=C(C=C2C1)CNC(=O)C=1SC(=C(C1)Cl)CN1C[C@@H](CC1)CC=1C=NC=CC1)N(C(O)=O)C(=O)OC(C)(C)C.C(CCC)O[SiH2]OCCCC